C(C)N1C(C2=C(C=CC=C2C(=N1)CCCC)OCC1CCCCC1)=O 2-Ethyl-4-butyl-8-(cyclohexylmethoxy)-phthalazin-1(2H)-one